[(4-cyclopropanesulfonamidopyridin-2-yl)methyl]-7-methyl-6H,7H,8H-pyrido[2,3-b]pyrazine-2-carboxamide C1(CC1)S(=O)(=O)NC1=CC(=NC=C1)CC1=C(N=C2C(=N1)NCC(C2)C)C(=O)N